2-[(M-Benzyloxycarbonylamino(4,4-difluorocyclohexyl)methyl)imidazo[1,2-b]-pyridazin-7-yl]-4,4-difluorobutanoic acid C(C1=CC=CC=C1)OC(=O)NC1CC(CCC1(F)F)CC=1N=C2N(N=CC(=C2)C(C(=O)O)CC(F)F)C1